2-cyclohexyl-3-(ethyl(methoxy)amino)-4-(trifluoromethyl)isoxazol-5-one C1(CCCCC1)N1OC(C(=C1N(OC)CC)C(F)(F)F)=O